2-bromo-4-iodophenyl-4-cyanobenzamide BrC1=C(C=CC(=C1)I)C1=C(C(=O)N)C=CC(=C1)C#N